FC1=C(C(=C(C=C1C1=NN(C2=C1C=NC(=C2)N2CCCC21CCOCC1)C)C(F)(F)F)F)O 2,6-Difluoro-3-(1-methyl-6-(8-oxa-1-azaspiro[4.5]decan-1-yl)-1H-pyrazolo[4,3-c]pyridin-3-yl)-5-(trifluoromethyl)phenol